CNCC1=C(C=CC(=C1)Br)Br N-methyl-2,5-dibromobenzylamine